2-(5-((4-benzylpiperidin-1-yl)methyl)-4H-1,2,4-triazol-3-yl)-5-fluoro-1H-indole C(C1=CC=CC=C1)C1CCN(CC1)CC=1NC(=NN1)C=1NC2=CC=C(C=C2C1)F